C1=CC=C2C(=C1)C(=CN2)C[C@@H](C(=O)N[C@@H](CC3=CNC4=CC=CC=C43)C(=O)O)N The molecule is a dipeptide formed from two L-tryptophan residues. It has a role as a Mycoplasma genitalium metabolite. It derives from a L-tryptophan.